(7-(bromomethyl)-5-chloro-3H-imidazo[4,5-b]pyridin-3-yl)thietane 1,1-dioxide BrCC1=C2C(=NC(=C1)Cl)N(C=N2)C2S(CC2)(=O)=O